2,2-diethoxy-N-(3-methyldiethoxysilylpropoxycarbonylethyl)-1-aza-2-silacyclopentane C(C)O[Si]1(N(CCC1)CCC(=O)OCCC[Si](OCC)(OCC)C)OCC